N-aminoaspartic acid NN[C@@H](CC(=O)O)C(=O)O